The molecule is a carboxylic ester that is pravastatin that is lacking the allylic hydroxy group. A hydroxymethylglutaryl-CoA reductase inhibitor (statin) isolated from Penicillium citrinum and from Penicillium brevicompactum, its clinical use as a lipid-regulating drug ceased following reports of toxicity in animals. It has a role as a fungal metabolite, an EC 3.4.24.83 (anthrax lethal factor endopeptidase) inhibitor, an antifungal agent, a Penicillium metabolite and an apoptosis inducer. It is a carboxylic ester, a statin (naturally occurring), a member of hexahydronaphthalenes, a member of 2-pyranones and a polyketide. CC[C@H](C)C(=O)O[C@H]1CCC=C2[C@H]1[C@H]([C@H](C=C2)C)CC[C@@H]3C[C@H](CC(=O)O3)O